C(C)(=O)C(C(=O)[O-])(C(C)=O)C(C)=O.C(CCCCCCC)[Sn+2]CCCCCCCC.C(C)(=O)C(C(=O)[O-])(C(C)=O)C(C)=O dioctyltin diacetylacetylacetate